C1(=CC=CC=C1)[C@H]1[C@@H](C1)NC1CC(C2=CC=CC=C12)N N1-((trans)-2-phenylcyclopropyl)-2,3-dihydro-1H-indene-1,3-diamine